FC1=C(C=CC=C1NC(NC=1C=NC(=CC1)C)=O)CN1[C@@H](CN(C[C@@H]1C)C(=O)OC)C methyl (5S,3R)-4-[(2-fluoro-3-{[N-(6-methyl(3-pyridyl))carbamoyl]amino}phenyl)methyl]-3,5-dimethylpiperazinecarboxylate